Bromobenzaldehyde p-toluenesulfonylhydrazone CC1=CC=C(C=C1)S(=O)(=O)NN=CC1=C(C=CC=C1)Br